C(C)(C)(C)C1=C(C=C(C=N1)C=1N=C2SC[C@H](CN2C(C1C#N)=N)C)F (3S)-8-(6-tert-butyl-5-fluoropyridin-3-yl)-6-imino-3-methyl-2H,3H,4H,6H-pyrimido[2,1-b][1,3]thiazine-7-carbonitrile